CN(C=1SC2=C(C=NC(=C2)C=2C=CC=3N(C2)N=C(N3)C)N1)C1CC(NC(C1)(C)C)(C)C N-methyl-6-(2-methyl[1,2,4]triazolo[1,5-a]pyridin-6-yl)-N-(2,2,6,6-tetramethylpiperidin-4-yl)[1,3]thiazolo[4,5-c]pyridin-2-amine